(3S)-N-((3-chloro-4-fluorophenyl)(3-cyano-4-fluorophenyl)methyl)-5-oxopyrrolidine-3-carboxamide ClC=1C=C(C=CC1F)C(NC(=O)[C@@H]1CNC(C1)=O)C1=CC(=C(C=C1)F)C#N